C(C=C)C=1C=C(C=CC1O)C(C(F)(F)F)(C(F)(F)F)C1=CC(=C(C=C1)O)CC=C 2,2-bis(3-allyl-4-hydroxyphenyl)hexafluoropropane